C(C)C1(CCNC1)CCC 4-ethyl-4-propyl-pyrrolidine